D-3-chlorophenylalanine ClC=1C=C(C[C@@H](N)C(=O)O)C=CC1